(difluoromethyl)tetrahydrofuran FC(F)C1OCCC1